C(C)(C)(C)OC(=O)N1[C@@H](CN([C@H](C1)C)C1=NC(=NC2=C(C(=C(C=C12)Cl)Br)OC(C)(C)C)OC(C)(C)C)C (2R,5S)-tert-butyl-4-(7-bromo-2,8-di-tert-butoxy-6-chloroquinazolin-4-yl)-2,5-dimethyl-piperazine-1-carboxylate